FC1=C(C=CC(=C1)F)SSCC(F)(F)F (2,2,2-trifluoroethyl) (2,4-difluorophenyl) disulfide